N-((3S,4S)-3-amino-1-(5-(3-cyano-6-ethoxypyrazolo[1,5-a]pyridin-4-yl)pyridin-2-yl)piperidin-4-yl)-5-fluoro-2-methylbenzamide N[C@H]1CN(CC[C@@H]1NC(C1=C(C=CC(=C1)F)C)=O)C1=NC=C(C=C1)C=1C=2N(C=C(C1)OCC)N=CC2C#N